N-(2-((4-(2-(((1,3-Dimethyl-1H-indazol-5-yl)methyl)((5-methylpyridin-3-yl)methyl)amino)ethyl)phenyl)carbamoyl)-4,5-dimethoxyphenyl)-6-methyl-4-oxo-4H-chromene-2-carboxamide CN1N=C(C2=CC(=CC=C12)CN(CCC1=CC=C(C=C1)NC(=O)C1=C(C=C(C(=C1)OC)OC)NC(=O)C=1OC2=CC=C(C=C2C(C1)=O)C)CC=1C=NC=C(C1)C)C